C1=NC=CC2=CC(=CC=C12)C=O (6-isoquinolyl)methanone